2-(Ethyl-methyl-amino)-N-[(4-fluorophenyl)-methyl]-4-methyl-6-[(3R)-3-methyl-morpholin-4-yl]-pyridine-3-carboxylic acid amide C(C)N(C1=NC(=CC(=C1C(=O)NCC1=CC=C(C=C1)F)C)N1[C@@H](COCC1)C)C